C12C(=CCC(C1)C2)CCC=O Bicyclo[3.1.1]hept-2-ene-2-propanal